C1(CCCCCCN1)=O heptano-7-lactam